(1R,2R)-N-(3-((S)-1-((7-(1-methyl-1H-pyrazol-4-yl)-5H-pyrrolo[2,3-b]pyrazin-2-yl)amino)ethyl)phenyl)-2-(trifluoromethyl)cyclopropane-1-carboxamide CN1N=CC(=C1)C1=CNC2=NC=C(N=C21)N[C@@H](C)C=2C=C(C=CC2)NC(=O)[C@H]2[C@@H](C2)C(F)(F)F